methyl 5-{3-fluoro-5-[3-(trifluoromethyl)azetidin-1-yl]pyridin-2-yl}-1-methyl-1H-pyrrole-3-carboxylate FC=1C(=NC=C(C1)N1CC(C1)C(F)(F)F)C1=CC(=CN1C)C(=O)OC